2-(benzo[d]oxazol-2-yl)-N-hydroxy-1-oxoisoindoline-4-carboxamide O1C(=NC2=C1C=CC=C2)N2C(C=1C=CC=C(C1C2)C(=O)NO)=O